O=C1CCCCC(O1)CCC(=O)OCCO 2-hydroxyethyl 3-(7-oxooxepan-2-yl)propanoate